2-(2-chloro-3-fluoropyridin-4-yl)propan-2-amine ClC1=NC=CC(=C1F)C(C)(C)N